C(C)(=O)CC(=O)[O-].[Fe+3].C(C)(=O)CC(=O)[O-].C(C)(=O)CC(=O)[O-] Ferric Acetylacetate